9-((1-(2-(Trifluoromethyl)pyridin-4-yl)-1H-pyrrolo[2,3-b]pyridin-5-yl)methyl)-3-oxa-9-azaspiro[5.5]undecane FC(C1=NC=CC(=C1)N1C=CC=2C1=NC=C(C2)CN2CCC1(CCOCC1)CC2)(F)F